m-{2-amino-6-[1-({6-[1,1-dimethyl-2-(methylsulfonylamino)ethyl]-2-pyridinyl}methyl)-1H-1,2,3-triazol-4-yl]-4-pyrimidinyl}benzonitrile NC1=NC(=CC(=N1)C=1C=C(C#N)C=CC1)C=1N=NN(C1)CC1=NC(=CC=C1)C(CNS(=O)(=O)C)(C)C